4-chloro-1-(5-(difluoromethyl)-1,3,4-thiadiazol-2-yl)-N-(2-(2-hydroxyethyl)-1-methylcyclopropyl)-1H-indazole-6-sulfonamide ClC1=C2C=NN(C2=CC(=C1)S(=O)(=O)NC1(C(C1)CCO)C)C=1SC(=NN1)C(F)F